C(C)C=1C(NC2=CC(=CN=C2C1)CN1CCN(CC1)C=1N=CC=2N(C1)C=C(N2)C(F)(F)F)=O 3-Ethyl-7-((4-(2-(trifluoromethyl)imidazo[1,2-a]pyrazin-6-yl)piperazin-1-yl)methyl)-1,5-naphthyridin-2(1H)-one